C[Si](C)(C)N([Si](C)(C)C)B bis(trimethylsilyl)aminoborane